N1=C(C=CC=C1)C=1C(=C(C=CC1)O)N=NC1=C(C=CC=C1)O pyridyl-azophenol